C(CCC)N1C(=NC2=C1C=CC=C2NC[Si](C)(C)C)C2=CC=CC1=CC=CC=C21 1-Butyl-2-(naphthalen-1-yl)-N-(trimethylsilylmethyl)-1H-benzo[d]imidazol-4-amine